1-fluoro-3-(tetrahydro-2H-pyran-2-yl)-6-(4,4,5,5-tetramethyl-1,3,2-dioxaborolan-2-yl)-7-(2,2,2-trifluoroethyl)-3,8,9,10-tetrahydrocyclohepta[e]indazole FC1=NN(C=2C=CC3=C(C12)CCCC(=C3B3OC(C(O3)(C)C)(C)C)CC(F)(F)F)C3OCCCC3